OC(C(C)=O)(C(CCCCC)=O)C 3-Hydroxy-3-Methyl-2,4-Nonanedione